CN1CCN(CC1)CC1=C(C=C(C=C1)C(F)(F)F)CC(=O)O 2-(2-((4-methylpiperazin-1-yl)methyl)-5-(trifluoromethyl)phenyl)acetic acid